4-((3-chlorobenzyl)amino)-6-(3,5-dimethylisoxazol-4-yl)-N-(1-methylazetidin-3-yl)quinoline-2-carboxamide ClC=1C=C(CNC2=CC(=NC3=CC=C(C=C23)C=2C(=NOC2C)C)C(=O)NC2CN(C2)C)C=CC1